C1(=CC=CC=C1)NCC(C)NC1=CC=CC=C1 1,2-di-(phenylamino)propane